N1=CC=CC2=CC=CC(=C12)[13C](=O)N (8-quinolinyl)carboxamide-13C